N1C(CCCC2=C1C=CC=C2)C2=NC(=CC1=CC=CC=C21)N 1-(1,3,4,5-Tetrahydro-2H-benzazepin-2-yl)isoquinolin-3-amine